1-(5-acetyl-pyridin-2-yl)-3-methyl-1H-imidazol-3-ium iodide [I-].C(C)(=O)C=1C=CC(=NC1)N1C=[N+](C=C1)C